OCC(CCC(=O)O)(CCC(=O)O)CO 2,2-bis(hydroxymethyl)propane-1,3-diyldiacetic acid